N-((2-(4-bromo-1-(2,2,2-trifluoroethyl)-1H-indol-2-yl)thiazol-5-yl)methyl)cyclopropanecarboxamide BrC1=C2C=C(N(C2=CC=C1)CC(F)(F)F)C=1SC(=CN1)CNC(=O)C1CC1